FC=1C(=C(C=CC1F)[C@@H]1[C@@H](O[C@]([C@@H]1C)(C(F)(F)F)C)C(=O)NC1=CC(=NC=C1)C(=O)N)OC 4-((2R,3R,4R,5R)-3-(3,4-difluoro-2-methoxyphenyl)-4,5-dimethyl-5-(trifluoromethyl)tetrahydrofuran-2-carboxamido)picolinamide